4-(4'-hexyloxybenzoyloxy)benzoic acid-R-2-octyl ester C[C@H](CCCCCC)OC(C1=CC=C(C=C1)OC(C1=CC=C(C=C1)OCCCCCC)=O)=O